S(=O)(=O)(ON1C([C@@H](C1=O)NC(\C(\C=1N=C(SC1)N)=N/O[C@@H](COC1=CC=C(C=C1)C=1C=[N+](N(C1)CCN)C)C(=O)O)=O)(C)C)[O-] (S)-3-((Z)-2-(((S)-2-(4-(1-(2-aminoethyl)-2-methyl-1H-pyrazol-2-ium-4-yl)phenoxy)-1-carboxyethoxy)imino)-2-(2-aminothiazol-4-yl)acetamido)-2,2-dimethyl-4-oxoazetidin-1-yl sulfate